C1(CC1)N1C(C2=C(C=C1)NC(=C2C2=CC=CC=C2)C2=CC(=NC=C2)NC([C@@H](CC(F)F)C2=CC=C(C=C2)F)=O)=O (2S)-N-[4-(5-cyclopropyl-4-oxo-3-phenyl-4,5-dihydro-1H-pyrrolo[3,2-c]pyridin-2-yl)pyridin-2-yl]-4,4-difluoro-2-(4-fluorophenyl)butanamide